6-(4-((2,6-Diazaspiro[3.4]octan-6-yl)methyl)benzyl)-2-amino-4-(butylamino)pyrimido[4,5-d]pyridazin-5(6H)-one C1NCC12CN(CC2)CC2=CC=C(CN1N=CC3=C(C1=O)C(=NC(=N3)N)NCCCC)C=C2